CC1=NNC(=C1[Se]C=1C(=NNC1C)C)C bis(3,5-dimethyl-1H-pyrazol-4-yl)selenium